perfluorooctanesulfonate potassium salt [K+].FC(C(C(C(C(C(C(C(F)(F)F)(F)F)(F)F)(F)F)(F)F)(F)F)(F)F)(S(=O)(=O)[O-])F